racemic-tert-butyl 4-(3-bromo-4-methoxycarbonyl-phenyl)-3,5-dimethyl-piperazine-1-carboxylate BrC=1C=C(C=CC1C(=O)OC)N1C(CN(CC1C)C(=O)OC(C)(C)C)C